(S)-2-(((2R,3S,4R,5R)-5-(6-amino-2-methoxy-9H-purin-9-yl)-3,4-dihydroxytetrahydrofuran-2-yl)methoxy)-3-phenyl-2-(1H-tetrazol-5-yl)propanic acid NC1=C2N=CN(C2=NC(=N1)OC)[C@H]1[C@@H]([C@@H]([C@H](O1)CO[C@@](C(=O)O)(CC1=CC=CC=C1)C1=NN=NN1)O)O